NC1=NC(=NC(=C1)NC1=C(C=CC=C1)O)C(=O)NC1=CC=CC=C1 4-Amino-6-((2-hydroxyphenyl)amino)-N-phenylpyrimidine-2-carboxamide